tert-butyl (2R)-4-((2R)-1-(6-chloro-3-cyano-2-(difluoromethyl)pyridin-4-yl)-2-methylazetidin-3-yl)-2-methylpiperazine-1-carboxylate ClC1=CC(=C(C(=N1)C(F)F)C#N)N1[C@@H](C(C1)N1C[C@H](N(CC1)C(=O)OC(C)(C)C)C)C